COC(C1=CC=C(C=C1)C#CC(C)(C)O)=O 4-(3-hydroxy-3-methylbut-1-yn-1-yl)benzoic acid methyl ester